FC1=C(N=CC2=C1N=C(N=C2N2CC1CCC(C2)N1C(=O)OC(C)(C)C)OCCN1CCNCC1)C1=CC=CC2=CC=CC(=C12)C#C[Si](C(C)C)(C(C)C)C(C)C tert-butyl 3-(8-fluoro-2-(2-(piperazin-1-yl) ethoxy)-7-(8-((triisopropylsilyl) ethynyl) naphthalen-1-yl) pyrido[4,3-d]pyrimidin-4-yl)-3,8-diazabicyclo[3.2.1]octane-8-carboxylate